2,4-dichloro-6-[(E)-{[(2R)-1-hydroxy-3,3-dimethylbut-2-yl]imino}methyl]phenol ClC1=C(C(=CC(=C1)Cl)/C=N/[C@@H](CO)C(C)(C)C)O